4-((4-((5-cyclopropyl-1H-pyrazol-3-yl)amino)quinazolin-2-yl)amino)benzamide C1(CC1)C1=CC(=NN1)NC1=NC(=NC2=CC=CC=C12)NC1=CC=C(C(=O)N)C=C1